N-(3-methylbenzyl)-1-(2-(p-tolyl)-2H-pyrazolo[3,4-d]pyrimidin-4-yl)piperidine-3-carboxamide CC=1C=C(CNC(=O)C2CN(CCC2)C=2C=3C(N=CN2)=NN(C3)C3=CC=C(C=C3)C)C=CC1